N1=CC(=CC(=C1)*)C1=CC=NC=C1 3,4'-bipyridin-5-yl